(3S)-1-(3-{2-azatricyclo[3.3.1.13,7]decane-2-carbonyl}-5-(4-methyl-1H-1,3-benzodiazol-2-yl)pyridin-4-yl)-3-methylpyrrolidin-3-amine C12N(C3CC(CC(C1)C3)C2)C(=O)C=2C=NC=C(C2N2C[C@](CC2)(N)C)C2=NC3=C(N2)C=CC=C3C